2-(9H-carbazol-2-yl)-N-(3-chlorobenzyl)acetamide C1=C(C=CC=2C3=CC=CC=C3NC12)CC(=O)NCC1=CC(=CC=C1)Cl